C(C)OC(=O)C=1N(C=CN1)C1=C(C=C(C=C1)Cl)NC1=C(C=CC=C1)C.BrC=1C2=C(C(=C(C(=C2C(=C2C(=C(C(=C(C12)[2H])[2H])[2H])[2H])C1=CC=C(C=C1)C1=CC2=CC=CC=C2C=C1)[2H])[2H])[2H])[2H] 9-bromo-10-(4-(naphthalen-2-yl)phenyl)anthracene-1,2,3,4,5,6,7,8-d8 Ethyl-1-(4-chloro-2-(o-tolylamino)phenyl)-1H-Imidazole-2-carboxylate